O1C[C@@H](CC1)N |r| (+-)-tetrahydrofuran-3-amine